2-(2,4-dichlorophenoxy)ethan-1-one ClC1=C(OCC=O)C=CC(=C1)Cl